5-methoxy-6-nitro-1H-indole COC=1C=C2C=CNC2=CC1[N+](=O)[O-]